(R)-N-([1,1'-biphenyl]-4-ylmethyl)-2-(3-aminopyrrolidin-1-yl)-9-isopropyl-9H-purine-6-amine C1(=CC=C(C=C1)CNC1=C2N=CN(C2=NC(=N1)N1C[C@@H](CC1)N)C(C)C)C1=CC=CC=C1